((3S,4S)-1-(7-carbamoyl-5-fluoro-2,3-dimethyl-1H-indol-4-yl)-4-fluoropiperidin-3-yl)carbamic acid tert-butyl ester C(C)(C)(C)OC(N[C@H]1CN(CC[C@@H]1F)C1=C2C(=C(NC2=C(C=C1F)C(N)=O)C)C)=O